NCP(C)(C1=CC(=CC=C1)OC)=O amino-3-methoxyphenyl-dimethylphosphine oxide